CC1=C(C(=C(C(=C1N)C)[N+](=O)[O-])C)N 2,4,6-trimethyl-5-nitro-1,3-benzendiamin